tri-n-butoxy(trimethylsiloxy)titanium C(CCC)O[Ti](O[Si](C)(C)C)(OCCCC)OCCCC